ClC=1C=C(C=CC1)[C@H](C(=O)N1CC2=C(CCC1)N=C(NC2=O)C2(CC2)C2=C1C=NN(C1=CC=C2)C)O (R)-6-(2-(3-chlorophenyl)-2-hydroxyacetyl)-2-(1-(1-methyl-1H-indazol-4-yl)cyclopropyl)-3,5,6,7,8,9-hexahydro-4H-pyrimido[5,4-c]azepin-4-one